NC=1C=C(C=C2C(=C(NC12)C)C(C)=O)C=1C=NC=CC1 1-(7-amino-2-methyl-5-(pyridin-3-yl)-1H-indol-3-yl)ethan-1-one